(5Z)-5-(1,3-Benzoxazol-6-ylmethylene)-2-[[(1R,2R)-2-methoxycyclopentyl]amino]-3-methyl-imidazol-4-one O1C=NC2=C1C=C(C=C2)\C=C/2\C(N(C(=N2)N[C@H]2[C@@H](CCC2)OC)C)=O